4-(1H-Triazol-5-yl)-1-[3-[4-[3-(2,2,2-trifluoroethoxy)azetidin-1-yl]phenyl]azetidin-1-yl]butan-1-one N1N=NC=C1CCCC(=O)N1CC(C1)C1=CC=C(C=C1)N1CC(C1)OCC(F)(F)F